2,6-Dichloro-3-{[(2,2-dimethylpropanoyl)amino]methyl}-N-{1-[3-(trifluoromethoxy)phenyl]-1H-indazol-4-yl}benzamide dioctadecyl-5-tert-butyl-4-hydroxy-3-methylbenzylphosphonate C(CCCCCCCCCCCCCCCCC)C(C1=CC(=C(C(=C1)C(C)(C)C)O)C)(P(O)(O)=O)CCCCCCCCCCCCCCCCCC.ClC1=C(C(=O)NC2=C3C=NN(C3=CC=C2)C2=CC(=CC=C2)OC(F)(F)F)C(=CC=C1CNC(C(C)(C)C)=O)Cl